5-(5-(difluoromethyl)-1,3,4-oxadiazol-2-yl)-N-(1-(4-fluorophenyl)-2-methoxyethyl)pyrimidin-2-amine FC(C1=NN=C(O1)C=1C=NC(=NC1)NC(COC)C1=CC=C(C=C1)F)F